tert-butyl (2-aminoethyl)(2-((tert-butoxycarbonyl)amino)ethyl)carbamate NCCN(C(OC(C)(C)C)=O)CCNC(=O)OC(C)(C)C